2-(1H-imidazol-1-yl)ethyl 6-(1-(4-fluorobenzamido)ethyl)-3,4-dihydro-1,5-naphthyridine-1(2H)-carboxylate FC1=CC=C(C(=O)NC(C)C=2N=C3CCCN(C3=CC2)C(=O)OCCN2C=NC=C2)C=C1